3-[1-oxo-6-[[2-oxo-2-(1-piperidyl)ethyl]amino]isoindolin-2-yl]piperidine-2,6-dione O=C1N(CC2=CC=C(C=C12)NCC(N1CCCCC1)=O)C1C(NC(CC1)=O)=O